C[N+](C)(C)CC1CO1.[Cl-] 2,3-epoxypropyltrimethylammonium chloride